N=C(N(N)C(C1=CC=CC=C1)=O)C1=NC=CC=C1 N-(imino(pyridin-2-yl)methyl)benzohydrazide